[Si](C)(C)(C(C)(C)C)O[C@@H](C[C@@H](C)O)C (2R,4R)-4-((tert-butyldimethylsilyl)oxy)pentan-2-ol